CC1=C(C=CC=C1)P(C1=CC=CC=C1)C1=CC=CC=C1.[I] iodine (methyl)triphenyl-phosphine